N-[5-butyl-4-(5-chloro-1-methyl-6-oxopyridin-3-yl)pyrimidin-2-yl]ethanesulfonamide C(CCC)C=1C(=NC(=NC1)NS(=O)(=O)CC)C1=CN(C(C(=C1)Cl)=O)C